2-(2,5-dimethyl-1H-pyrrol-1-yl)-6-methylpyridine CC=1N(C(=CC1)C)C1=NC(=CC=C1)C